ClC=1C=C2C[C@H](CC2=CC1F)N (S)-5-Chloro-6-fluoro-2,3-dihydro-1H-inden-2-amine